8-(2-(1-ethyl-2,2,4-trimethyl-1,2,3,4-tetrahydroquinolin-7-yl)propan-2-yl)-2,3,6,7-tetrahydro-1H,5H-pyrido[3,2,1-ij]quinoline C(C)N1C(CC(C2=CC=C(C=C12)C(C)(C)C1=CC=C2CCCN3C2=C1CCC3)C)(C)C